3-(3-chloro-4-(9-(2-methylbenzyl)-6-(1-methylcyclopropoxy)-9H-purin-8-yl)phenoxy)propanoic acid ClC=1C=C(OCCC(=O)O)C=CC1C=1N(C2=NC=NC(=C2N1)OC1(CC1)C)CC1=C(C=CC=C1)C